(2-(2-((tert-butyldiphenylsilyl)oxy)ethyl)-2-methylcyclopropyl)methanamine [Si](C1=CC=CC=C1)(C1=CC=CC=C1)(C(C)(C)C)OCCC1(C(C1)CN)C